2,4,6-Tris[2-hydroxy-4-(3-butoxy-2-hydroxypropoxy)phenyl]-1,3,5-triazine OC1=C(C=CC(=C1)OCC(COCCCC)O)C1=NC(=NC(=N1)C1=C(C=C(C=C1)OCC(COCCCC)O)O)C1=C(C=C(C=C1)OCC(COCCCC)O)O